OC\C(=C/CC1=CC=CC(=C1C(=O)OC)OC)\C1=CC=CC=C1 methyl (Z)-6-(4-hydroxy-3-phenyl-2-buten-1-yl)-2-methoxybenzoate